5-(chloromethyl)-1-ethyl-4-fluoroimidazole ClCC1=C(N=CN1CC)F